[Si](C)(C)(C(C)(C)C)O[C@H]1C[C@@H](O[C@]1(CO)CO[Si](C)(C)C(C)(C)C)N1CNCC=C1 1-[(2R,4S,5R)-4-[(tert-butyldimethylsilyl)oxy]-5-{[(tert-butyldimethylsilyl)oxy]methyl}-5-(hydroxymethyl)oxolan-2-yl]-3H-pyrimidine